CC1(C(C(=O)N)(C(C(C(C1(C)C)(C(=O)N)C)(C)C)C)C)C 2-methyloctamethylhexahydroterephthalamide